O=C1CC(CN1C(C)C)NC(=O)C1=NNC2=CC=CC=C12 N-[5-oxo-1-(prop-2-yl)pyrrolidin-3-yl]-1H-indazole-3-carboxamide